5-tert-butyl-2-(3,5-dichlorophenyl)-6-methylbenzo[d]Oxazole C(C)(C)(C)C=1C(=CC2=C(N=C(O2)C2=CC(=CC(=C2)Cl)Cl)C1)C